N-((1r,3r)-3-((5-(1-(2-hydroxyethyl)-2-methyl-1H-benzo[d]imidazol-6-yl)-4-methoxypyrrolo[2,1-f][1,2,4]triazin-2-yl)amino)-1-methylcyclobutyl)acetamide OCCN1C(=NC2=C1C=C(C=C2)C=2C=CN1N=C(N=C(C12)OC)NC1CC(C1)(C)NC(C)=O)C